4-chloro-2-((1r,4S)-4-(pyrrolidine-1-carbonyl)cyclohexyl)-5-((((S)-tetrahydro-2H-pyran-3-yl)methyl)amino)pyridazin-3(2H)-one ClC=1C(N(N=CC1NC[C@H]1COCCC1)C1CCC(CC1)C(=O)N1CCCC1)=O